3-benzoyl-1-[(2R,4S,5R)-4-[(tert-butyldimethylsilyl)oxy]-5-{[(tert-butyldimethylsilyl)oxy]methyl}-5-cyclopropyloxolan-2-yl]pyrimidine-2,4-dione C(C1=CC=CC=C1)(=O)N1C(N(C=CC1=O)[C@@H]1O[C@]([C@H](C1)O[Si](C)(C)C(C)(C)C)(C1CC1)CO[Si](C)(C)C(C)(C)C)=O